N-(6-(3-(3-hydroxypropoxy)-1H-pyrazol-1-yl)-1-(thiophen-3-yl)-1H-pyrazolo[3,4-d]pyrimidin-4-yl)-5-nitrothiophene-2-carboxamide OCCCOC1=NN(C=C1)C1=NC(=C2C(=N1)N(N=C2)C2=CSC=C2)NC(=O)C=2SC(=CC2)[N+](=O)[O-]